NC1=C(C=CC=C1)F 4-Amino-3-fluorobenzene